1-((1-(hydroxymethyl)cyclopropyl)methyl)guanidine OCC1(CC1)CNC(=N)N